C1(=CC=CC=C1)NC1=C(C=NC2=CC=CC=C12)C(=O)N 4-(phenylamino)quinoline-3-carboxamide